BrC=1C=CC2=C(N(C[C@H](NC2)C)C)C1 (R)-8-bromo-1,3-dimethyl-3,4-dihydro-1H-benzo[e][1,4]diazepine